tert-butyl (4-bromo-8,9-difluoro-6-methoxy-1,2,3,4-tetrahydrophenanthridin-1-yl)(methyl)carbamate BrC1CCC(C2=C3C=C(C(=CC3=C(N=C12)OC)F)F)N(C(OC(C)(C)C)=O)C